(4-sulfophenyl)porphyrin manganese (II) [Mn+2].S(=O)(=O)(O)C1=CC=C(C=C1)C1=C2NC(=C1)C=C1C=CC(=N1)C=C1C=CC(N1)=CC=1C=CC(N1)=C2